C1(CCC1)NC(=O)C=1N=C(SC1C)N(C(C(C)OC)=O)C1=CC(=NC(=C1)F)F N-cyclobutyl-2-[(2,6-difluoro-4-pyridinyl)-(2-methoxypropionyl)amino]-5-methyl-thiazole-4-carboxamide